5-(3-chlorophenyl)-N-[(2R)-1-hydroxypropan-2-yl]-6-[4-(trifluoromethyl)phenoxy]pyridine-3-carboxamide ClC=1C=C(C=CC1)C=1C=C(C=NC1OC1=CC=C(C=C1)C(F)(F)F)C(=O)N[C@@H](CO)C